C1(=CC=CC=C1)C=1C=C2C(=CNC2=CC1)C1N(CC2=CC=CC=C12)C(=O)N (5-phenyl-1H-indol-3-yl)isoindoline-2-carboxamide